6,7-dimethoxy-1-(4-methoxyphenyl)-1,2,3,4-tetrahydroisoquinoline COC=1C=C2CCNC(C2=CC1OC)C1=CC=C(C=C1)OC